3-(2-Benzenesulfonamido-2-{[1,3]thiazolo[5,4-b]pyridin-2-yl}ethyl)benzene-1-carboximidamide C1(=CC=CC=C1)S(=O)(=O)NC(CC=1C=C(C=CC1)C(N)=N)C=1SC2=NC=CC=C2N1